(E)-N-(2-bromoallyl)-N-(3-(4-methoxyphenyl)allyl)-4-methylbenzenesulfonamide BrC(CN(S(=O)(=O)C1=CC=C(C=C1)C)C\C=C\C1=CC=C(C=C1)OC)=C